2-[5-[(3S)-3-amino-5,5,7-trifluoro-2-oxo-1-[[6-[4-(trifluoromethyl)phenyl]-3-pyridyl]methyl]-3,4-dihydro-1-benzazepin-8-yl]-1,3,4-oxadiazol-2-yl]-2-methyl-propanenitrile N[C@@H]1C(N(C2=C(C(C1)(F)F)C=C(C(=C2)C2=NN=C(O2)C(C#N)(C)C)F)CC=2C=NC(=CC2)C2=CC=C(C=C2)C(F)(F)F)=O